COC1=CC=C(C2=C1NC(=N2)NC(=O)N2C[C@@H](CC2)COC)C=2C=NN(C2)C (3R)-N-[7-methoxy-4-(1-methyl-1H-pyrazol-4-yl)-1H-1,3-benzodiazol-2-yl]-3-(methoxymethyl)pyrrolidine-1-carboxamide